C(#N)C1(CCC1)CN1C=C(C=2C1=NC=C(C2)C=2C(=NOC2C)C)C2=C(C=C(C(=O)OC)C=C2)OC(F)(F)F methyl 4-(1-((1-cyanocyclobutyl)methyl)-5-(3,5-dimethylisoxazol-4-yl)-1H-pyrrolo[2,3-b]pyridin-3-yl)-3-(trifluoromethoxy)benzoate